6-chloro-2-[2-(trifluoromethyl)morpholine-4-carbonyl]-1,2,3,4-tetrahydroisoquinoline ClC=1C=C2CCN(CC2=CC1)C(=O)N1CC(OCC1)C(F)(F)F